N-(8-fluoro-2-methylimidazo[1,2-a]pyridin-6-yl)-5-(piperidin-4-yl)pyrazine-2-carboxamide FC=1C=2N(C=C(C1)NC(=O)C1=NC=C(N=C1)C1CCNCC1)C=C(N2)C